CN(C(=O)C1=CC=C2C(=CN(C2=C1)C(C(=O)NC=1C=C(C=CC1C)N1CCN(CC1)C(=O)OC(C)(C)C)C)C)C tert-butyl 4-[3-[2-[6-(dimethylcarbamoyl)-3-methyl-indol-1-yl]propanoylamino]-4-methyl-phenyl]piperazine-1-carboxylate